COCCOCCOCCOC1=C(C=C(C(=C1)[N+](=O)[O-])[N+](=O)[O-])OCCOCCOCCOC 1,2-bis(2-(2-(2-methoxyethoxy)ethoxy)ethoxy)-4,5-dinitrobenzene